The molecule is a member of the class of xanthones that is xanthone substituted by hydroxy groups at positions 1, 5 and 6, a methoxy group at position 3 and a 3-methylbut-1-en-2-yl group at position 4. Isolated from the stem barks of Garcinia vieillardii, it exhibits antioxidant activity. It has a role as a metabolite and an antioxidant. It is a member of xanthones, a member of phenols and an aromatic ether. It derives from a xanthone. CC(C)C(=C)C1=C(C=C(C2=C1OC3=C(C2=O)C=CC(=C3O)O)O)OC